2-fluoro-N-[(3R)-1-[(5-methyl-1H-indazol-7-yl)sulfonyl]pyrrolidin-3-yl]-4-morpholino-benzamide FC1=C(C(=O)N[C@H]2CN(CC2)S(=O)(=O)C=2C=C(C=C3C=NNC23)C)C=CC(=C1)N1CCOCC1